methyl 5'-fluoro-2-oxo-2H-[1,2'-bipyridine]-3-carboxylate FC=1C=CC(=NC1)N1C(C(=CC=C1)C(=O)OC)=O